methyl 5-(bromomethyl)-1,3-oxazole-2-carboxylate BrCC1=CN=C(O1)C(=O)OC